N-tridecyl-butanediamine C(CCCCCCCCCCCC)NC(CCC)N